BrC=1C=CC(=NC1)NC(CCCC)=O pentanoic acid (5-bromo-pyridin-2-yl)-amide